4-{[3-(4-{[1-(2-cyanoacetyl)piperidin-4-yl]amino}-1-(2,2,2-trifluoroethyl)-1H-indol-2-yl)prop-2-yn-1-yl]amino}-3-methoxybenzene-1-sulfonamide C(#N)CC(=O)N1CCC(CC1)NC1=C2C=C(N(C2=CC=C1)CC(F)(F)F)C#CCNC1=C(C=C(C=C1)S(=O)(=O)N)OC